1-(2,4-dichlorophenyl)-2-imidazoleethanol ClC1=C(C=CC(=C1)Cl)N1C(=NC=C1)CCO